COC=1C=CC=2C3=C(C=NC2N1)N=CN3CC=3C=CC(=NC3)S(=O)(=O)N 5-((7-methoxy-1H-imidazo[4,5-c][1,8]naphthyridin-1-yl)methyl)pyridine-2-sulfonamide